ClC1=NC=2N(C(=C1)Cl)N=CC2C(=O)OCC ethyl 5,7-dichloropyrazolo[1,5-a]pyrimidine-3-carboxylate